C(C)(C)(C)OC(=O)N1[C@H](CN(CC1)C=1C=NC(=C(C1)C)NC(C1=CC=CC=C1)C1=CC=CC=C1)C (S)-4-(6-((benzhydryl)amino)-5-methylpyridin-3-yl)-2-methylpiperazine-1-carboxylic acid tert-butyl ester